(E)-7-((4-(8-methoxy-3,4-dihydrobenzofuro[2,3-c]pyridin-2(1H)-yl)but-2-en-1-yl)oxy)quinolin-2(1H)-one COC1=CC=CC2=C1OC=1CN(CCC12)C/C=C/COC1=CC=C2C=CC(NC2=C1)=O